7-chloro-2-methyl-6-((4-(4-methylpiperazin-1-yl)phenyl)amino)quinoline-5,8-dione ClC1=C(C(C=2C=CC(=NC2C1=O)C)=O)NC1=CC=C(C=C1)N1CCN(CC1)C